OC1=CC=C(C=O)C(=C1)O 4,6-dihydroxybenzaldehyde